C(C)OC(\C(=C(\C)/C1=CC=C(C=C1)[N+](=O)[O-])\C#N)=O (2Z)-2-cyano-3-(4-nitrophenyl)but-2-enoic acid ethyl ester